C(C1=CC=CC=C1)OC(CC(C(=O)O)=C)=O 4-(Benzyloxy)-2-methylene-4-oxobutanoic acid